OC1C[C@H](N([C@H](C1)C)C(=O)OC(C)(C)C)C (2r,4r,6s)-tert-butyl 4-hydroxy-2,6-dimethylpiperidine-1-carboxylate